tetradeca-4,10-dien-1-ylacetate C(CCC=CCCCCC=CCCC)CC(=O)[O-]